NC1=NC=2C=CC(=CC2C2=C1C(OC2)C)C(=O)N(CC2=NC=C(C=C2)C(F)(F)F)CC=2COCCC2 4-amino-N-((5,6-dihydro-2H-pyran-3-yl)methyl)-3-methyl-N-((5-(trifluoromethyl)pyridin-2-yl)methyl)-1,3-dihydrofuro[3,4-c]quinoline-8-carboxamide